N1CCC(CC1)CNC(=O)C1=NC=CC=C1 N-(4-piperidylmethyl)pyridine-2-carboxamide